OCCNC(CCCOC1=CC=CC=C1)=O N-(2-hydroxyethyl)-4-phenoxybutanamide